methyl 3-((R)-1-(5-cyano-6-((S)-2-methylazetidin-1-yl)-4-(Trifluoromethyl)pyridin-2-yl)pyrrolidin-3-yl)propionate C(#N)C=1C(=CC(=NC1N1[C@H](CC1)C)N1C[C@@H](CC1)CCC(=O)OC)C(F)(F)F